7'-bromo-2',2'-difluoro-4'-(trifluoromethylsulfanyl)spiro[1,3-dioxolane-2,3'-indane]-1'-one BrC=1C=CC(=C2C3(C(C(C12)=O)(F)F)OCCO3)SC(F)(F)F